CON(C1=NC(=NC(=N1)NCCC)NC(CC)=O)C N-(4-(methoxy(methyl)amino)-6-(propylamino)-1,3,5-triazin-2-yl)propionamide